NC=1N=C(C2=C(N1)\C(\NC2=O)=C/C2=C(C=C(C=C2)F)C(F)(F)F)C=2OC(=CC2)C (E)-2-amino-7-(4-fluoro-2-(trifluoromethyl)phenylmethylene)-4-(5-methylfuran-2-yl)-6,7-dihydro-5H-pyrrolo[3,4-d]pyrimidin-5-one